heptadecan-9-yl 8-((2-hydroxyethyl)(5-((((7,7,8,8,8-pentafluorooctyl)oxy)carbonyl)oxy)pentyl)amino)octanoate OCCN(CCCCCCCC(=O)OC(CCCCCCCC)CCCCCCCC)CCCCCOC(=O)OCCCCCCC(C(F)(F)F)(F)F